(2R*,4R*)-4-[[(5S)-3-(3,5-difluorophenyl)-5-vinyl-4H-isoxazole-5-carbonyl]amino]tetrahydrofuran-2-carboxylic acid FC=1C=C(C=C(C1)F)C1=NO[C@](C1)(C(=O)N[C@@H]1C[C@@H](OC1)C(=O)O)C=C |o1:16,18|